F[C@H]1CN(CC[C@H]1NC1=CC=CC2=C(N(N=C12)C#CCNC1=C(C=C(C=C1)S(=O)(=O)C)OC)C=C)C(=O)OC methyl (3S,4R)-3-fluoro-4-((2-(3-((2-methoxy-4-(methylsulfonyl)phenyl)amino)prop-1-yn-1-yl)-3-vinyl-2H-indazol-7-yl)amino)piperidine-1-carboxylate